[N+](=O)([O-])C1=C(N)C=C(C(=C1)C(F)(F)F)C=1C=NC=NC1 2-nitro-5-(pyrimidin-5-yl)-4-(trifluoromethyl)aniline